[Br-].[Sr+2].[Br-] Strontium bromide